2-(2-(2-((tert-butoxycarbonyl)((2-chloro-[1,1'-biphenyl]-4-yl)methyl)amino)ethyl)oxazol-5-yl)acetic acid C(C)(C)(C)OC(=O)N(CCC=1OC(=CN1)CC(=O)O)CC1=CC(=C(C=C1)C1=CC=CC=C1)Cl